2,4,6,8-tetramethylnonan-1-ol CC(CO)CC(CC(CC(C)C)C)C